C(CCC)NC=1C=C(C(=O)NCC(F)(F)F)C=C(C1OC1=CC=CC=C1)S(=O)(=N)NCC1=CC(=CC=C1)Cl 3-(butylamino)-5-[[(3-chlorophenyl)methylamino]sulfonimidoyl]-4-phenoxy-N-(2,2,2-trifluoroethyl)benzamide